N-[4-(3-Cyanophenyl)-5-(2,6-dimethyl-4-pyridyl)thiazol-2-yl]-6-hydroxy-6-methyl-2-azaspiro[3.3]heptan-2-carboxamid C(#N)C=1C=C(C=CC1)C=1N=C(SC1C1=CC(=NC(=C1)C)C)NC(=O)N1CC2(C1)CC(C2)(C)O